(1S,3S)-3-cyano-3-methylcyclohexan C(#N)C1(CCCCC1)C